N-vinyl-4-oxazolinone C(=C)N1C(OC=C1)=O